1-(1H-pyrrol-2-yl)ethan-1-one N1C(=CC=C1)C(C)=O